FC1C(OCC1)(CO)F difluoro-2-(hydroxymethyl)oxolan